C(C)OC([C@](CC)(C)OCC1=NN(C(=C1)C1=CC=C2C=NN(C2=C1)CCC)C1=C(C=CC=C1)Br)=O.CN(CCCN1C=C(C2=CC=CC=C12)C=1C(=O)NC(C1C1=CNC2=CC=CC=C12)=O)C 2-[1-(3-Dimethylaminopropyl)indol-3-yl]-3-(indol-3-yl)maleimide Ethyl-(2R)-2-([1-(2-bromophenyl)-5-(1-propyl-1H-indazol-6-yl)-1H-pyrazol-3-yl]methoxy)-2-methylbutanoate